rhenium sulfur [S].[Re]